N-((6R,7R)-6-([1,1'-biphenyl]-3-ylmethyl)-5-isobutyryl-5-azaspiro[2.4]heptan-7-yl)methanesulfonamide C1(=CC(=CC=C1)C[C@H]1N(CC2(CC2)[C@H]1NS(=O)(=O)C)C(C(C)C)=O)C1=CC=CC=C1